CC(C(=O)O)(CCCCNC(=O)C)C 2,2-dimethyl-6-acetaminocaproic acid